3-(7-(4-(((3r,4r)-3-fluoropiperidin-4-yl)methyl)piperazin-1-yl)-1-methyl-1H-indazol-3-yl)piperidine-2,6-dione F[C@H]1CNCC[C@@H]1CN1CCN(CC1)C=1C=CC=C2C(=NN(C12)C)C1C(NC(CC1)=O)=O